6-Methyl-N4-(3-((3-(pyrrolidin-1-yl)benzyl)amino)propyl)pyrimidine-2,4-diamine CC1=CC(=NC(=N1)N)NCCCNCC1=CC(=CC=C1)N1CCCC1